3-((4,4-bis(octyloxy)butanoyl)oxy)-2-(((4-(((2-(pyrrolidin-1-yl)ethyl) carbamoyl)oxy)decanoyl)oxy)methyl)propyl (3-hexylnonyl) adipate C(CCCCC(=O)OCCC(CCCCCC)CCCCCC)(=O)OCC(COC(CCC(OCCCCCCCC)OCCCCCCCC)=O)COC(CCC(CCCCCC)OC(NCCN1CCCC1)=O)=O